C(C)NC1=NC=2N(C3=CC=C(C=C13)F)C=NN2 N-ethyl-7-fluoro-[1,2,4]triazolo[4,3-a]quinazolin-5-amine